8-{(2-hydroxyethyl)[6-oxo-6-(undecyloxy)hexyl]amino}octanoate OCCN(CCCCCCCC(=O)[O-])CCCCCC(OCCCCCCCCCCC)=O